Cl.C1(=CC(=CC(=C1)CNCCCNCCCNCCCC)CNCCCNCCCNCCCC)C1=CC=CC=C1 N1,N1'-([1,1'-biphenyl]-3,5-diylbis(methylene))bis(N3-(3-(butylamino)propyl)propane-1,3-diamine) hydrochloride salt